4-chloro-2-hydroxy-6-methoxybenzaldehyde ClC1=CC(=C(C=O)C(=C1)OC)O